phenyltribenzylammonium tetrakis(pentafluorophenyl)borate FC1=C(C(=C(C(=C1[B-](C1=C(C(=C(C(=C1F)F)F)F)F)(C1=C(C(=C(C(=C1F)F)F)F)F)C1=C(C(=C(C(=C1F)F)F)F)F)F)F)F)F.C1(=CC=CC=C1)[N+](CC1=CC=CC=C1)(CC1=CC=CC=C1)CC1=CC=CC=C1